[N+](=O)([O-])B(O)O nitro-boronic acid